OCCOCCOC1=C(C=CC=C1)OCCOCCO 1,2-bis[2-(2-hydroxyethoxy)ethoxy]benzene